CC1=CC=CC(=N1)C1=C(N=CN1)C=1C=C2C=C(C=NC2=CC1)NCCN1C[C@@H](CC1)C(=O)OCC1CNC1 azetidin-3-ylmethyl (R)-1-(2-((6-(5-(6-methylpyridin-2-yl)-1H-imidazol-4-yl)quinolin-3-yl)amino)ethyl)pyrrolidine-3-carboxylate